((((cis)-4-hydroxycyclohexyl)thio)methyl)quinazolin-4(3H)-one O[C@H]1CC[C@H](CC1)SCC1=NC2=CC=CC=C2C(N1)=O